C1(=CC=CC=C1)C(C(=O)O)=C.C(CCCCCC)C1C(=O)NC(C1)=O heptyl-succinimide 2-phenyl-acrylate